C(C)OC(=O)N1CC2(C1)C[C@@H](CC2)N2CCN(CC2)C(=O)OCC2=CC=CC=C2.BrC=2C(=C(C=CC2)C2=CC=C(C(=N2)OC)CN2C[C@@H](CC2)NC(C)=O)C (R)-N-(1-((6-(3-bromo-2-methylphenyl)-2-methoxypyridin-3-yl)methyl)pyrrolidin-3-yl)acetamide ethyl-(6R)-6-(4-benzyloxycarbonylpiperazin-1-yl)-2-azaspiro[3.4]octane-2-carboxylate